i-octyl 3-(3,5-di-t-butyl-4-hydroxyphenyl)propionate C(C)(C)(C)C=1C=C(C=C(C1O)C(C)(C)C)CCC(=O)OCCCCCC(C)C